C(C)N1N=C2N=C(C=NC2=C1)N[C@@H](C)C=1C=C(C=CC1)NC(C1=CN=C(C(=C1)C)N1CCCC1)=O (S)-N-(3-(1-((2-ethyl-2H-pyrazolo[3,4-b]pyrazin-6-yl)amino)ethyl)phenyl)-5-methyl-6-(pyrrolidin-1-yl)nicotinamide